N-(2-ethylhexylthio)phthalimide C(C)C(CSN1C(C=2C(C1=O)=CC=CC2)=O)CCCC